antimony tri-iodide [Sb](I)(I)I